(S)-2-amino-N-((3',4'-dichloro-[1,1'-biphenyl]-4-yl)methyl)hexanamide hydrochloride Cl.N[C@H](C(=O)NCC1=CC=C(C=C1)C1=CC(=C(C=C1)Cl)Cl)CCCC